5-chloro-6-(3-methoxynaphthalen-1-yl)-3-(piperazin-1-yl)isothiazolo[3,4-b]Pyridine ClC1=CC=2C(N=C1C1=CC(=CC3=CC=CC=C13)OC)=NSC2N2CCNCC2